2-hydroxyethyl methacrylate (2-hydroxy ETHYL METHACRYLATE) OCCC=C(C(=O)O)C.C(C(=C)C)(=O)OCCO